N-((1-(2-hydroxyacetyl)piperidin-4-yl)methyl)benzamide OCC(=O)N1CCC(CC1)CNC(C1=CC=CC=C1)=O